IC=1C=C(CNC2=NC=NC3=CC(=C(C=C23)OC2CCN(CC2)C(C=C)=O)OC)C=CC1 1-(4-((4-((3-iodobenzyl)amino)-7-methoxy-quinazolin-6-yl)oxy)piperidin-1-yl)prop-2-en-1-one